ethyl (4R)-2-hydroxy-4-vinylcyclohex-1-ene-1-carboxylate OC1=C(CC[C@H](C1)C=C)C(=O)OCC